C(C)(C)C=1C(=NNC1C=1C=C(C=2N(C1)N=CN2)C)C(=O)NC2CCC(CC2)NC(C)C(C)C 4-isopropyl-5-(8-methyl-[1,2,4]triazolo[1,5-a]pyridin-6-yl)-N-((1r,4r)-4-((3-methylbut-2-yl)amino)cyclohexyl)-1H-pyrazole-3-carboxamide